C(C)OC(=O)C1C(COC12CN(C2)C(=O)OC(C)(C)C)=O 7-oxo-5-oxa-2-azaspiro[3.4]octane-2,8-dicarboxylic acid 2-(tert-butyl) ester 8-ethyl ester